2-[[6-Chloro-2-[[(2S)-2-methylpyrrolidin-1-yl]methyl]pyrrolo[3,2-c]pyridin-1-yl]methoxy]ethyl-trimethyl-silane ClC1=CC2=C(C=N1)C=C(N2COCC[Si](C)(C)C)CN2[C@H](CCC2)C